C1(CC1)C=1N=CC2=C3C(=CC(=C2C1)S(NCC(C)C)(=O)=O)[C@@H](C[C@H]3NS(=O)(=O)OCC(Cl)(Cl)Cl)NC(OC(C)(C)C)=O |r| tert-butyl N-[trans-(7RS,9RS)-3-cyclopropyl-5-(2-methylpropylsulfamoyl)-9-(2,2,2-trichloroethoxysulfonylamino)-8,9-dihydro-7H-cyclopenta[h]isoquinolin-7-yl]carbamate